4-(2-azidoethoxymethyl)-1-(4-nitrophenyl)pyrrolidin-2-one N(=[N+]=[N-])CCOCC1CC(N(C1)C1=CC=C(C=C1)[N+](=O)[O-])=O